CS(=O)(=O)C1=CC=C(C=C1)C1=NN(C=C1C(=O)N)C1=C(C=CC=C1)F 3-[4-(methylsulfonyl)phenyl]-1-(2-fluorophenyl)-1H-pyrazole-4-carboxamide